(R)-N-methyltetrahydrofuran-3-amine HCl salt Cl.CN[C@H]1COCC1